BrC1=C2C=C(C(=NC2=CC(=C1)C)C=1C=NOC1C)Cl 4-(5-bromo-3-chloro-7-methylquinolin-2-yl)-5-methylisoxazole